(2R)-2-[(4-aminophenyl)methyl]Morpholine-4-carboxylic acid tert-butyl ester C(C)(C)(C)OC(=O)N1C[C@H](OCC1)CC1=CC=C(C=C1)N